dipentyl cyclohexane-1,3-dicarboxylate C1(CC(CCC1)C(=O)OCCCCC)C(=O)OCCCCC